(3ar,6as)-tetrahydro-1H-furan O1CCCC1